3-(6-((10-Aminodecyl)amino)-4-oxobenzo[d][1,2,3]triazin-3(4H)-yl)piperidine-2,6-dione hydrochloride Cl.NCCCCCCCCCCNC1=CC2=C(N=NN(C2=O)C2C(NC(CC2)=O)=O)C=C1